[N+](=O)([O-])C1=C(C(=C(C=C1F)OC)F)F p-nitro-trifluoro-methoxybenzene